N-methyl-1-naphthalen-1-ylmethanamine CNCC1=CC=CC2=CC=CC=C12